R-2-amino-3-p-chlorophenyl-propionic acid methyl ester COC([C@@H](CC1=CC=C(C=C1)Cl)N)=O